3-Fluoro-N-methyl-4-nitrobenzenesulfonamide FC=1C=C(C=CC1[N+](=O)[O-])S(=O)(=O)NC